ClC1=C(C=C(OCC(=O)NC23CC(C(CC2)(CC3)NC(CC=3C=NC=CC3)=O)O)C=C1)F 2-(4-chloro-3-fluorophenoxy)-N-{3-hydroxy-4-[2-(pyridin-3-yl)acetylamino]bicyclo[2.2.2]octan-1-yl}acetamide